1-(4-chloro-3-nitrophenyl)-3-(4-cyano-3-(trifluoromethyl)phenyl)urea ClC1=C(C=C(C=C1)NC(=O)NC1=CC(=C(C=C1)C#N)C(F)(F)F)[N+](=O)[O-]